2,2-diiodol C=1[IH]C=CC1